[Pd](Cl)Cl.COC1=C(C=CC=C1)P(C1=C(C=CC=C1)OC)C1=C(C=CC=C1)OC.COC1=C(C=CC=C1)P(C1=C(C=CC=C1)OC)C1=C(C=CC=C1)OC bis[tris(2-methoxyphenyl)phosphine] palladium dichloride